2-(7,8-difluoro-3,4-dihydrobenzo[b][1,4]oxazepine-5(2H)-yl)-5-(N-methyl-2,2-diphenylacetamido)isonicotinic acid FC1=CC2=C(OCCCN2C=2C=C(C(=O)O)C(=CN2)N(C(C(C2=CC=CC=C2)C2=CC=CC=C2)=O)C)C=C1F